NC(CC1=CC(=CC(=C1)F)F)C1=C(C=C2C(=N1)N=CN2)C=2C=CC(=C1C(=NN(C21)C)NS(=O)(=O)C)Cl N-(7-(5-(1-amino-2-(3,5-difluorophenyl)ethyl)-1H-imidazo[4,5-b]pyridin-6-yl)-4-chloro-1-methyl-1H-indazol-3-yl)methanesulfonamide